(R)-2-fluoro-4-((4-(4-hydroxycyclohexyl)pyrimidin-2-yl)amino)-N-(8-methylisoquinolin-1-yl)-N-(piperidin-3-yl)benzamide FC1=C(C(=O)N([C@H]2CNCCC2)C2=NC=CC3=CC=CC(=C23)C)C=CC(=C1)NC1=NC=CC(=N1)C1CCC(CC1)O